BrC=1C=C2C=NNC2=C(C1)CN1C(C2=CC=CC=C2C1=O)=O 2-((5-bromo-1H-indazol-7-yl)methyl)isoindoline-1,3-dione